C(C)(C)(C)N(C(O)=O)C=1N(C(C[C@@](N1)(C)C1=CC2=C(SC3=C2C=C(C=C3)C#CCOCC3=CC=CC=C3)C=C1)=O)C.BrC=1OC(=CN1)C 2-bromo-5-methyl-oxazole (S)-tert-Butyl-(4-(8-(3-(benzyloxy)prop-1-yn-1-yl)dibenzo[b,d]thiophen-2-yl)-1,4-dimethyl-6-oxo-1,4,5,6-tetrahydropyrimidin-2-yl)carbamate